CN1CCC(CC1)N1N=CC(=C1)NC1=NC=C(C(=N1)NCCCN1C(OCCC1)=O)C#N 2-((1-(1-methylpiperidin-4-yl)-1H-pyrazol-4-yl)amino)-4-((3-(2-oxo-1,3-oxazinan-3-yl)propyl)amino)pyrimidine-5-carbonitrile